6-[2-bromo(1,1,2,2-2H4)ethoxy]-1-[(cis)-3-hydroxy-3-methylcyclobutyl]-1,2,3,4-tetrahydro-1,8-naphthyridin-2-one BrC(C(OC=1C=C2CCC(N(C2=NC1)C1CC(C1)(C)O)=O)([2H])[2H])([2H])[2H]